C\C=C\CCCCC (E)-2-octene